CC1(O[C@H]2[C@@H](O1)[C@@H]([C@@H]1[C@]2(C1)C=C)N1C=CC2=C1N=CN=C2N)C 7-((3aR,3bS,4aS,5R,5aS)-2,2-dimethyl-3b-vinylhexahydro-cyclopropa[3,4]cyclopenta[1,2-d][1,3]dioxol-5-yl)-7H-pyrrolo[2,3-d]pyrimidin-4-amine